ethyl 3-(6-((3-bromo-2-methylbenzyl) oxy)-1H-benzo[des]isoquinolin-2(3H)-yl)-3-oxopropionate BrC=1C(=C(COC2=C3CC4=C(CN(CC4=C2)C(CC(=O)OCC)=O)C=C3)C=CC1)C